COC=1C=C(C=NC1)C1=C(C=C(C=C1)N)C=1N=NN(N1)C(C1=CC=CC=C1)(C1=CC=CC=C1)C1=CC=CC=C1 4-(5-methoxypyrid-3-yl)-3-(2-trityl-2H-tetrazol-5-yl)phenylamine